C(C)C1=NN=C(N1C=1C=CC=2N(C1)C=CN2)C2=NC(=CC=C2)C 6-(3-Ethyl-5-(6-methylpyridin-2-yl)-4H-1,2,4-triazol-4-yl)imidazo[1,2-a]pyridine